C(#N)C=C1CCC2(CN(C2)C(=O)OC(C)(C)C)CC1 Tert-butyl 7-(cyanomethylene)-2-azaspiro[3.5]nonane-2-carboxylate